C(C1=CC=CC=C1)N1C(=NC2=NC=C(C=C21)C=2C(=NOC2C)C)NCC2=CC=NC=C2 1-benzyl-6-(3,5-dimethylisoxazol-4-yl)-N-(pyridin-4-ylmethyl)-1H-imidazo[4,5-b]pyridin-2-amine